N-cyclohexylaminomethyl-methyldimethoxysilane C1(CCCCC1)NC[Si](OC)(OC)C